C1(=CC=CC=C1)C=CC(=O)NC1=CC=C(C=C1)S(=O)(=O)N1CCCC2=CC=CC=C12 3-phenyl-N-[4-(1,2,3,4-tetrahydroquinoline-1-sulfonyl)phenyl]acrylamide